COC(CNC(C=CC=1OC=CC1)=O)=O N-(2-furylmethyleneacetyl)glycine methyl ester